methyl (S)-2-aminobutanoate hydrochloride Cl.N[C@H](C(=O)OC)CC